BrC=1N=C2N(N=CC=C2N2CC3CCC(C2)N3C(=O)OC(C)(C)C)C1 tert-butyl 3-(2-bromoimidazo[1,2-b]pyridazin-8-yl)-3,8-diazabicyclo[3.2.1]octane-8-carboxylate